ClC1=CC(=NC=C1C(Br)Br)C(=O)OC methyl 4-chloro-5-(dibromomethyl)pyridine-2-carboxylate